2-(5-Chloropyridin-2-yl)-2,10-dimethyl-2,3,7,8,9,10-hexahydro-4H-pyrano[3,2-H]isoquinolin ClC=1C=CC(=NC1)C1(CCC=2C=CC=3CCNC(C3C2O1)C)C